BrC1=NN=C(N1C)C(C(C(C(F)(F)F)(F)F)(F)F)(F)F 3-bromo-4-methyl-5-(nonafluorobutyl)-4H-1,2,4-triazole